O1CCN(CC1)C=1SC=2C(=NC(=C(C2)NC(C2=NC(=CC=C2)C=2C=NNC2)=O)N2CCCCC2)N1 N-(2-morpholino-5-(piperidin-1-yl)thiazolo[4,5-b]pyridin-6-yl)-6-(1H-pyrazol-4-yl)picolinamide